CC12C(CC(CC1)OC(=O)C1(CC3C(CC1)(O3)C)C)O2.C(C)(C)C2CNCC2 3-isopropyl-pyrrolidine 3,4-epoxy-4-methyl-cyclohexyl-methyl-3,4-epoxy-4-methylcyclohexanecarboxylate